5-Cyano-2-[1-[2-(4,4-dimethyl-1-piperidyl)-6-methyl-4-oxo-chromen-8-yl]ethylamino]benzoic acid C(#N)C=1C=CC(=C(C(=O)O)C1)NC(C)C=1C=C(C=C2C(C=C(OC12)N1CCC(CC1)(C)C)=O)C